ClC1=C(C=C(C=C1C)F)[C@@H]1NCC[C@@H]1N1CCN(CC1)C(=O)OC(C)(C)C tert-butyl 4-[(2S,3S)-2-(2-chloro-5-fluoro-3-methyl-phenyl)pyrrolidin-3-yl]piperazine-1-carboxylate